(2-chloroethyl)-4-((3-((4-fluorophenyl)amino)-5,7,7-trimethyl-4-oxo-4,5,7,8-tetrahydro-2H-imidazo[1,2-a]pyrazolo[4,3-e]pyrimidin-2-yl)methyl)benzamide ClCCC1=C(C(=O)N)C=CC(=C1)CN1N=C2C(C(N(C=3N2CC(N3)(C)C)C)=O)=C1NC1=CC=C(C=C1)F